ClC=1C=C(C=NC1N1N=CC=N1)NC(=O)C=1C=NN(C1C(F)(F)F)C1=CN=C(C2=CC=CC=C12)[C@@H]1OCC(C1)=O (R)-N-(5-Chloro-6-(2H-1,2,3-triazol-2-yl)pyridin-3-yl)-1-(1-(4-oxotetrahydro-furan-2-yl)isochinolin-4-yl)-5-(trifluoromethyl)-1H-pyrazol-4-carboxamid